5-Bromo-2-methoxypyridine-3-sulfonyl chloride BrC=1C=C(C(=NC1)OC)S(=O)(=O)Cl